FC1=CC=C2C(=CNC2=C1)C(=O)C=1SC=C(N1)C(C)(C)NC(C)=O N-(2-(2-(6-Fluoro-1H-indole-3-carbonyl)thiazol-4-yl)propan-2-yl)acetamide